diisopropyl ether diphosphite OP(O)OP(O)O.C(C)(C)OC(C)C